COC1=CC=C(C=C1)C1=C(NC=2N(C1=O)N=C(C2C2=CC=CC=C2)C2=CC=CC=C2)NC(CNC(OC(C)(C)C)=O)=O tert-butyl (2-((6-(4-methoxyphenyl)-7-oxo-2,3-diphenyl-4,7-dihydropyrazolo[1,5-a]pyrimidin-5-yl)amino)-2-oxoethyl)carbamate